NC=1C=C(C(=NC1I)N(C(OC(C)(C)C)=O)C(=O)OC(C)(C)C)CC tert-butyl (5-amino-3-ethyl-6-iodopyridin-2-yl)(tert-butoxycarbonyl)carbamate